ClC1=C(C(=CC=C1C1CC1)Cl)[C@@H](C)N1C=NC=2C=NC(=CC21)C2=C(C=CC=C2)NC(C)=O (R)-N-(2-(1-(1-(2,6-dichloro-3-cyclopropylphenyl)ethyl)-1H-imidazo[4,5-c]pyridin-6-yl)phenyl)acetamide